C(C)N1C(=NCCC1)C(C)C 1-ethyl-2-isopropyl-1,4,5,6-tetrahydropyrimidine